ethanol, lithium salt [Li].C(C)O